CC(C)N(C(=O)C1=C(C=CC(=C1)F)N1C=C(C=2C1=CN=CC2)C2CCN(CC2)C(=O)[C@H]2N(C1CCC2CC1)C(=O)OC(C)(C)C)C(C)C tert-butyl (3S)-3-[4-(1-{2-[di(propan-2-yl)carbamoyl]-4-fluorophenyl}-1H-pyrrolo[2,3-c]pyridin-3-yl)piperidine-1-carbonyl]-2-azabicyclo[2.2.2]octane-2-carboxylate